(S)-2-amino-6-(2-methoxy-4-(pyrrolidin-1-ylmethyl)benzyl)-4-((1-methoxypentan-2-yl)amino)pyrido[4,3-d]pyrimidin-5(6H)-one NC=1N=C(C2=C(N1)C=CN(C2=O)CC2=C(C=C(C=C2)CN2CCCC2)OC)N[C@H](COC)CCC